1,1-difluoro-N-((6S,7S)-6-((2-fluoro-[1,1'-biphenyl]-3-yl)methyl)-5-((1r,3r)-3-fluorocyclobutane-1-carbonyl)-5-azaspiro[2.4]heptan-7-yl)methanesulfonamide FC(S(=O)(=O)N[C@@H]1[C@@H](N(CC12CC2)C(=O)C2CC(C2)F)CC=2C(=C(C=CC2)C2=CC=CC=C2)F)F